Benzo[d]Imidazol N1=CNC2=C1C=CC=C2